C(C)(=O)C1=C(C2=C(N=C(N=C2)NC2=NC=C(C=C2)C2=CC=C(C=C2)CO[Si](C)(C)C(C)(C)C)N(C1=O)C1CCCC1)C 6-acetyl-2-((5-(4-(((tert-butyldimethylsilyl)oxy)methyl)phenyl)pyridin-2-yl)amino)-8-cyclopentyl-5-methylpyrido[2,3-d]pyrimidin-7(8H)-one